C(CCCC)NC(C=1C=C(C=CC1)NC(=O)C=1N(N=C(C1)C(F)(F)F)C1=CC(=CC=C1)C#N)C1=CC=CC=C1 2-(3-Cyano-phenyl)-5-trifluoromethyl-2H-pyrazole-3-carboxylic acid [3-(pentylamino-phenyl-methyl)phenyl]-amide